FC(OC=1C=C(C=CC1)C1=CC(=C(O1)C)C(=O)NC1=NC(=NS1)CC(C)=O)F 5-(3-(Difluoromethoxy)phenyl)-2-methyl-N-(3-(2-oxopropyl)-1,2,4-thiadiazol-5-yl)furan-3-carboxamide